5-(2-fluoro-6-hydroxy-3-(4-(methylamino)but-1-yn-1-yl)phenyl)-1,2,5-thiadiazolidin-3-one 1,1-dioxide FC1=C(C(=CC=C1C#CCCNC)O)N1CC(NS1(=O)=O)=O